N1(N=CC=C1)CCC(=O)O 3-(1H-pyrazol-1-yl)-propanoic acid